FC(C(C(C(C(C(C(F)(F)C[Si](OCC)(C)C)(F)F)(F)F)(F)F)(F)F)(F)F)(CCC(F)(F)F)F heptadecafluorodecyl-trimethyl-(ethoxy)silane